triethyl-ε-caprolactone C(C)C1C(C(=O)OCCC1)(CC)CC